O=C1[C@H](CCC[C@@H]2N1[C@@H](CC2)C(=O)N2CC(C2)C=2C=NC=CC2)NC(=O)C2=CC=1C(=CN=C(C1)CP(O)(O)=O)S2 ((2-(((3S,6S,9aS)-5-oxo-3-(3-(pyridin-3-yl)azetidine-1-carbonyl)octahydro-1H-pyrrolo[1,2-a]azepin-6-yl)carbamoyl)thieno[2,3-c]pyridin-5-yl)methyl)phosphonic acid